Cl.O[C@@H]1C[C@H](NC1)C(=O)OCC1=CC=CC=C1 (2S,4R)-benzyl 4-hydroxypyrrolidine-2-carboxylate, hydrochloride